ClC1=C(C=C(OCC(=O)NC23CC(C2)(C3)NC(=O)C=3OC2=C(C(C3)=O)C=CC(=C2)O)C=C1)F N-{3-[2-(4-chloro-3-fluorophenoxy)acetamido]bicyclo[1.1.1]pentan-1-yl}-7-hydroxy-4-oxo-4H-1-benzopyran-2-carboxamide